(7-fluoro-7-phenyl-2-azaspiro[3.5]non-2-yl)((1s,3s)-3-hydroxy-3-methylcyclobutyl)methanone FC1(CCC2(CN(C2)C(=O)C2CC(C2)(C)O)CC1)C1=CC=CC=C1